N-{1-[5-(1-methyl-1H-pyrazol-4-yl)pyridin-3-yl]ethyl}pyrimidin-4-amine CN1N=CC(=C1)C=1C=C(C=NC1)C(C)NC1=NC=NC=C1